NC1=NC=C2N(C(N(C2=N1)[C@@H]1O[C@@H]([C@H]([C@H]1O)F)CO)=O)CC(F)(F)F 2-Amino-9-((2R,3S,4S,5R)-4-fluoro-3-hydroxy-5-(hydroxymethyl)tetrahydrofuran-2-yl)-7-(2,2,2-trifluoroethyl)-7,9-dihydro-8H-purin-8-on